CC1=C(C=C(C2=CC=CC=C12)O)O[Si](C(C)C)(C(C)C)C(C)C 4-methyl-3-((triisopropylsilyl)oxy)naphthalene-1-ol